FC(F)(F)P(C1=CC=C(C=C1)N1CCCC1)C1=CC=C(C=C1)N1CCCC1 (((trifluoromethyl)phosphanediyl)bis(4,1-phenylene))dipyrrolidine